(Z)-2-(4-((6-((allyloxy)carbonyl)-5-(4-chlorophenyl)-7-methyl-3-oxo-5H-thiazolo[3,2-a]pyrimidin-2(3H)-ylidene)methyl)phenoxy)acetic acid C(C=C)OC(=O)C1=C(N=C2N(C1C1=CC=C(C=C1)Cl)C(/C(/S2)=C/C2=CC=C(OCC(=O)O)C=C2)=O)C